[C@H]1([C@H](O)[C@@H](O)[C@H](O)[C@H](O1)CO)O[C@@H](C=O)[C@@H](O)[C@H](O)[C@H](O)CO 2-O-α-D-glucosyl-D-glucose